C(=O)C1=CC(=CC2=C1N=C(O2)C)C(=O)OC methyl 4-formyl-2-methylbenzo[d]oxazole-6-carboxylate